1H-pyrazole-3-carboxylate N1N=C(C=C1)C(=O)[O-]